1-(2,2-difluoroethyl)-6-(2-(2-(trifluoromethyl)pyridin-4-yl)-2,6-diazaspiro[3.4]octan-6-yl)-1H-pyrazolo[3,4-b]pyridine FC(CN1N=CC=2C1=NC(=CC2)N2CC1(CN(C1)C1=CC(=NC=C1)C(F)(F)F)CC2)F